C1(CC1)[C@](CNC(=O)C1=NC=C(C(N1)=O)F)(CC1=CC=C(C=C1)F)C N-[(2R)-2-cyclopropyl-3-(4-fluorophenyl)-2-methylpropyl]-5-fluoro-4-oxo-3H-pyrimidine-2-carboxamide